1-(2-chloropyrimidin-4-yl)-1H-pyrazole-4-carbaldehyde ClC1=NC=CC(=N1)N1N=CC(=C1)C=O